C12CN(CC2C1)C1=CC=CC=N1 6-{3-Azabicyclo[3.1.0]hexan-3-yl}pyridine